2-cyano-3,3-diphenyl-acrylic acid ethylhexyl ester C(C)C(CCCCC)OC(C(=C(C1=CC=CC=C1)C1=CC=CC=C1)C#N)=O